C1(=CC=CC=C1)C=1N=NN(C1)C1=CC=C(C=C1)C 4-phenyl-1-(4-methylphenyl)-1H-1,2,3-triazole